FC(OC=1C=C(C=C(C1C(=O)N1CCC(CC1)OC)OC)C1=CN=C2N1C=CC(=C2)C(C#N)(C)C)F 2-[3-[3-(Difluoromethoxy)-5-methoxy-4-(4-methoxypiperidine-1-carbonyl)phenyl]imidazo[1,2-a]pyridin-7-yl]-2-methyl-propionitrile